(2-(7-oxaspiro[4.5]decan-9-yl) pyridin-3-yl) methylmethanesulfonate CCS(=O)(=O)OC=1C(=NC=CC1)C1COCC2(CCCC2)C1